CN1N=CC2=C1C(N(C=C2)CC2CC1(CN(C1)C(=O)OC(C)(C)C)C2)=O tert-butyl 6-[(1-methyl-7-oxo-pyrazolo[3,4-c]pyridin-6-yl)methyl]-2-azaspiro[3.3]heptane-2-carboxylate